[2-(4-fluoro-2-methoxy-phenoxy)-4-methyl-5-(trifluoromethyl)-3-pyridyl]boronic Acid FC1=CC(=C(OC2=NC=C(C(=C2B(O)O)C)C(F)(F)F)C=C1)OC